bis(4,4-dicarboxyphenoxy)diphenylpropane C(=O)(O)C1(CC=C(OC(C(C)(C2=CC=CC=C2)C2=CC=CC=C2)OC2=CCC(C=C2)(C(=O)O)C(=O)O)C=C1)C(=O)O